BrC1=CC=C(S1)CCO[Si](C(C)C)(C(C)C)C(C)C (2-(5-bromothiophen-2-yl)ethoxy)triisopropylsilane